C(C)N1C(=NC=2C1=NC(=CC2)C=2C=CN1N=C(N=CC12)N[C@@H]1C[C@@H](C1)N)C cis-N1-(5-(3-ethyl-2-methyl-3H-imidazo[4,5-b]pyridin-5-yl)pyrrolo[2,1-f][1,2,4]triazin-2-yl)cyclobutane-1,3-diamine